C1CCN2C(C=CCC12)=O 2,3,8,8a-tetrahydroindolizin-5(1H)-one